C(C)(C)(C)OC(=O)NC(CCOCCOC1=NC(=NN2C1=NC=C2)C2=CC(=NC=C2OC)[C@@H](C)N(C(OC(C)(C)C)=O)CC)CCC(C)(F)F tert-butyl ((1R)-1-(4-(4-(2-((3-((tert-butoxycarbonyl)amino)-6,6-difluoroheptyl)oxy)ethoxy)imidazo[2,1-f][1,2,4]triazin-2-yl)-5-methoxypyridin-2-yl)ethyl)(ethyl)carbamate